Phenyl alaninate N[C@@H](C)C(=O)OC1=CC=CC=C1